21-((tert-butyldiphenylsilyl)oxy)henicosan-10-one [Si](C1=CC=CC=C1)(C1=CC=CC=C1)(C(C)(C)C)OCCCCCCCCCCCC(CCCCCCCCC)=O